ClC1=C(C=CC=C1NC1=NC=CC(=C1F)CN1CC(C1)CO)C1=NC=CC(=C1F)C1=NC(=C(C=C1)CNC[C@@H]1CCC(N1)=O)OC (S)-5-((((2'-(2-chloro-3-((3-fluoro-4-((3-(hydroxymethyl)azetidin-1-yl)methyl)pyridin-2-yl)amino)phenyl)-3'-fluoro-6-methoxy-[2,4'-bipyridin]-5-yl)methyl)amino)methyl)pyrrolidin-2-one